BrC1=CC(=NC(=C1)C(F)(F)F)CN1C[C@H](CCC1)C (S)-4-Bromo-2-((3-methylpiperidin-1-yl)methyl)-6-(trifluoromethyl)pyridine